2-(1-(2-bromophenyl)cyclopentyl)-1-tosyl-1H-pyrrole BrC1=C(C=CC=C1)C1(CCCC1)C=1N(C=CC1)S(=O)(=O)C1=CC=C(C)C=C1